8-[(1R)-1-[(2-chloro-3-pyridyl)oxy]ethyl]-2-ethylsulfanyl-3,6-dimethyl-chromen-4-one ClC1=NC=CC=C1O[C@H](C)C=1C=C(C=C2C(C(=C(OC12)SCC)C)=O)C